BrC=1C(N(C=C(N1)C)CCC)=O bromo-5-methyl-1-propylpyrazin-2(1H)-one